2-chloro-3,4-difluorophenethyl alcohol ClC1=C(CCO)C=CC(=C1F)F